(S)-6-(aminomethyl)-2-(3-(3,3-difluoro-1-(fluoro(4-methyl-4H-1,2,4-triazol-3-yl)methyl)cyclobutyl)phenyl)-4-(trifluoromethyl)isoindolin-1-one formate C(=O)O.NCC1=CC(=C2CN(C(C2=C1)=O)C1=CC(=CC=C1)C1(CC(C1)(F)F)[C@@H](C1=NN=CN1C)F)C(F)(F)F